C(C1=CC=CC=C1)NC(C)C(C)O[Si](C1=CC=CC=C1)(C1=CC=CC=C1)C(C)(C)C N-benzyl-3-[tert-butyl(diphenyl)silyl]oxy-butan-2-amine